[Ca+2].C(CCCCC)(=O)[O-].C(CCCCC)(=O)[O-] hexanoate calcium